OCC1=C(C2=CC=CC=C2C=C1)C1=C(C=CC2=CC=CC=C12)CO 2,2'-bis(1-hydroxymethyl)-1,1'-binaphthyl